FC(C=1C=CC=2N(N1)C(=CN2)C2=CC(=NC=N2)N2C[C@H](N(C(C2)=O)C)CNS(=O)(=O)C)F (S)-N-((4-(6-(6-(difluoromethyl)imidazo[1,2-b]pyridazin-3-yl)pyrimidin-4-yl)-1-methyl-6-oxopiperazin-2-yl)methyl)methanesulfonamide